N-((2R,6R)-4-(tert-butoxycarbonyl)-2,6-dimethylpiperazine-1-carbonyl)-N-methyl-L-valine C(C)(C)(C)OC(=O)N1C[C@H](N([C@@H](C1)C)C(=O)N([C@@H](C(C)C)C(=O)O)C)C